methylenebis(4,6-di-tert-butylphenyl) phosphate P1(=O)(OC2=C(C=C(C=C2C(C)(C)C)C(C)(C)C)CC2=C(C(=CC(=C2)C(C)(C)C)C(C)(C)C)O1)[O-]